2-(4-hydroxyphenyl)-1,3-dithiane OC1=CC=C(C=C1)C1SCCCS1